C(C)OC(CCC(=O)C1=NC(=CC(=C1O)Br)CC1=C(C=C(C=C1C)C)C)=O 4-[4-bromo-3-hydroxy-6-(2,4,6-trimethyl-benzyl)-pyridin-2-yl]-4-oxo-butyric acid ethyl ester